ClC=1C=C(C=CC1N1C(N(CC1)C)=O)C1=C(C(=CC=C1)C1=CC(=NC(=C1)N1CCNCC1)CC)O 1-(3-chloro-3'-(2-ethyl-6-(piperazin-1-yl)pyridin-4-yl)-2'-hydroxy-[1,1'-biphenyl]-4-yl)-3-methylimidazolidin-2-one